(2RS)-2-(3-fluorophenyl)-2-[6-(6-piperazin-1-yl-3-pyridyl)indazol-2-yl]-N-thiazol-2-yl-acetamide hydrochloride Cl.FC=1C=C(C=CC1)[C@H](C(=O)NC=1SC=CN1)N1N=C2C=C(C=CC2=C1)C=1C=NC(=CC1)N1CCNCC1 |r|